C(C)OC1=CC(=NC=C1C#N)C(C)N1C(C2=CC(=CC(=C2CC1)B1OC(C(O1)(C)C)(C)C)CCN1[C@@H]([C@@H](C1)O)C)=O 4-ethoxy-6-(1-(7-(2-((2R,3R)-3-hydroxy-2-methylazetidin-1-yl)ethyl)-1-oxo-5-(4,4,5,5-tetramethyl-1,3,2-dioxaborolan-2-yl)-3,4-dihydroisoquinolin-2(1H)-yl)ethyl)nicotinonitrile